(((R)-12-((S)-7-fluoro-6,11-dihydrodibenzo[b,e]selenepin-11-yl)-6,8-dioxo-3,4,6,8,12,12a-hexahydro-1H-[1,4]oxazino[3,4-c]pyrido[2,1-f][1,2,4]triazin-7-yl)oxy)methyl methyl carbonate C(OCOC=1C(C=CN2N([C@H]3N(C(C21)=O)CCOC3)[C@@H]3C2=C([Se]CC1=C3C=CC=C1F)C=CC=C2)=O)(OC)=O